3'-amino-3'-deoxyadenosine N[C@H]1[C@H]([C@@H](O[C@@H]1CO)N1C=NC=2C(N)=NC=NC12)O